Ethyl 2-(4-(6-((4-Chloro-2-Fluorobenzyl)Oxy)-5-Fluoropyridin-2-yl)Cyclohex-3-en-1-yl)Acetate ClC1=CC(=C(COC2=C(C=CC(=N2)C2=CCC(CC2)CC(=O)OCC)F)C=C1)F